(4R)-5-amino-4-((2S)-2-((2R)-2-(((3R,4R,5S,6R)-3-(cyclohexanecarboxamido)-2,5-dihydroxy-6-(hydroxymethyl)tetrahydro-2H-pyran-4-yl)oxy)propanamido)propanamido)-5-oxopentanoic acid NC([C@@H](CCC(=O)O)NC([C@H](C)NC([C@@H](C)O[C@@H]1[C@H](C(O[C@@H]([C@H]1O)CO)O)NC(=O)C1CCCCC1)=O)=O)=O